ClP1OCC(CO1)(C)C 2-chloro-5,5-dimethyl-1,3,2-dioxaphosphorinane